C(#N)C(C)(C)NC(=O)C1=NC=CC(=C1)NC(CC1=C(C=C(C(=C1)O)C1(OCC1)C(F)(F)F)F)=O N-(1-Cyano-1-methyl-ethyl)-4-[[2-[2-fluoro-5-hydroxy-4-[2-(trifluoromethyl)oxetan-2-yl]phenyl]acetyl]amino]pyridine-2-carboxamide